N-Hexylpyridylporphyrin C(CCCCC)N1C2=CC(=C1C=C1C=CC(C=C3C=CC(=CC=4C=CC(=C2)N4)N3)=N1)C1=NC=CC=C1